C(#N)C1=CC(=C(C=C1)COC1=CC=CC(=N1)C1=CC(=C(C=C1)CC=1N(C2=C(N1)C=CC(=C2)C(=O)O)C[C@@H]2N(CC2)S(=O)(=O)C)F)F 2-[[4-[6-[(4-Cyano-2-fluoro-phenyl)methoxy]-2-pyridinyl]-2-fluoro-phenyl]methyl]-3-[[(2R)-1-methylsulfonylazetidin-2-yl]methyl]benzimidazole-5-carboxylic acid